ClC1=C(C=C(C=C1)N1N=C(N=C1CNC(=O)NCC1=NC2(CC2)C(N1C1=CC=C2C=CC=NC2=C1)=O)C)F 1-{[1-(4-chloro-3-fluorophenyl)-3-methyl-1H-1,2,4-triazol-5-yl]methyl}-3-{[7-oxo-6-(quinolin-7-yl)-4,6-diazaspiro[2.4]hept-4-en-5-yl]methyl}urea